2,3-dimethylbenzo[d]thiazole CC1SC2=C(N1C)C=CC=C2